ethyl (E)-3-((3-butyl-3-ethyl-1,1-dioxido-5-phenyl-2,3,4,5-tetrahydro-1,5-benzothiazepin-8-yl)oxy)acrylate C(CCC)C1(CS(C2=C(N(C1)C1=CC=CC=C1)C=CC(=C2)O/C=C/C(=O)OCC)(=O)=O)CC